BrC1=CN=C2N1N=C(C=C2)C=2N=NC=C(C2)O[C@H](CN2N=NN=C2)C 3-{3-Bromoimidazo[1,2-b]pyridazin-6-yl}-5-{[(2S)-1-(1H-tetrazol-1-yl)propan-2-yl]oxy}pyridazine